4-(2-((tetrahydro-2H-pyran-2-yl)methyl)-2H-tetrazol-5-yl)benzenesulfonamide tert-butyl-6-oxo-4-(4,4,5,5-tetramethyl-1,3,2-dioxaborolan-2-yl)-3,6-dihydropyridine-1(2H)-carboxylate C(C)(C)(C)OC(=O)N1CCC(=CC1=O)B1OC(C(O1)(C)C)(C)C.O1C(CCCC1)CN1N=C(N=N1)C1=CC=C(C=C1)S(=O)(=O)N